FC(C=1C=CC=2N(N1)C(=CN2)C2=NC=C(C(=C2)SC)F)F 6-(Difluoromethyl)-3-(5-fluoro-4-(methylthio)pyridin-2-yl)imidazo[1,2-b]pyridazine